ethyl 2,4,6-trimethylbenzoyl-phenyl phosphonate P(OCC)(OC1=C(C=CC=C1)C(C1=C(C=C(C=C1C)C)C)=O)=O